CC1=C(CN(C(C(=O)OCC(F)(F)F)=O)[C@H](C)C(C)C)C=CC=C1 (R)-2,2,2-trifluoroethyl 2-((2-methylbenzyl)(3-methylbutan-2-yl)amino)-2-oxoacetate